C(C)(=O)C1=NN(C2=CC=C(C=C12)C=1C=NC(=NC1)C)CC(=O)N1[C@@H]2C[C@@]2(C[C@H]1C(=O)NCC(C)(C)C)C (1R,3S,5R)-2-(2-(3-acetyl-5-(2-methylpyrimidin-5-yl)-1H-indazol-1-yl)acetyl)-5-methyl-N-neopentyl-2-azabicyclo[3.1.0]hexane-3-carboxamide